O[C@H]1CN(CC1)CC1=CC2=C(C(N(C=C2C(F)(F)F)C2=CC(=CC=C2)C2(CCC2)C2=NN=CN2C)=O)N1 2-[[(3R)-3-hydroxypyrrolidin-1-yl]methyl]-6-[3-[1-(4-methyl-1,2,4-triazol-3-yl)cyclobutyl]phenyl]-4-(trifluoromethyl)-1H-pyrrolo[2,3-c]pyridin-7-one